2-(4-((2-((tert-butoxycarbonyl)amino)ethyl)carbamoyl)piperidin-1-yl)thiazole C(C)(C)(C)OC(=O)NCCNC(=O)C1CCN(CC1)C=1SC=CN1